5,6-dihydro-N-(3,4-dimethoxycinnamoyl)-2(1H)-pyridone COC=1C=C(C=CC(=O)N2C(C=CCC2)=O)C=CC1OC